BrC=1C=C2C(=NC1)N(C(=N2)N[C@@H]2C[C@H](CC2)NC2=CC=C(C=N2)N2C(C=CC=C2)=O)CC2=CC=C(C=C2)OC 6'-(((1S,3S)-3-((6-bromo-3-(4-methoxybenzyl)-3H-imidazo[4,5-b]pyridin-2-yl)amino)cyclopentyl)amino)-2H-[1,3'-bipyridin]-2-one